Cl.Cl.CC=1C=C(N=NC1[C@H]1[C@@H](CNCC1)C)N 5-methyl-6-[(3S,4R)-3-methylpiperidin-4-yl]Pyridazin-3-amine dihydrochloride